CC1=C(C(C(=O)[O-])=CC=C1)O.[Na+].C(C(C)(C)C)C=1[Se]C=CC1 2-neopentyl-selenophene sodium 3-methylsalicylate